FC=1C=C(C=CC1F)C=1OC2=CC(=C(C=C2C(C1O)=O)OC)OC 2-(3,4-difluorophenyl)-3-hydroxy-6,7-dimethoxy-4H-chromen-4-one